ClC=1C(=CC(=NC1)NC(C[2H])(C)[2H])C=1C=C(NC1)C(=O)NC(CO)C1=CC(=CC=C1)Cl 4-(5-Chloro-2-((propan-2-yl-1,2-d2)amino)pyridin-4-yl)-N-(1-(3-chlorophenyl)-2-hydroxyethyl)-1H-pyrrole-2-carboxamide